NC=1C=NN(C1C(=O)OCC)CC1=C(C=C(C=C1)C(=O)OC)OC ethyl 4-amino-1-(2-methoxy-4-(methoxycarbonyl) benzyl)-1H-pyrazole-5-carboxylate